2-methoxy-2-(1-naphthyl)propionic acid COC(C(=O)O)(C)C1=CC=CC2=CC=CC=C12